C1CN(C[C@@H]1O)CC2=CC=CC=C2 (R)-(+)-1-benzyl-3-pyrrolidinol